7-hydroxymethylbenzo[d][1,3]dioxol-4-carbonitrile OCC1=CC=C(C2=C1OCO2)C#N